ClCCCC(CCC)Cl 1,4-dichloroheptane